FC=1C=C(C=CC1F)C(C(=O)O)(CC(=O)O)C1=CC=CC=C1 2-(3,4-difluorophenyl)-2-phenylsuccinic acid